butane-1,3-diyldicyclohexane C(CC(C)C1CCCCC1)C1CCCCC1